N-acetamidoglucosamine C(C)(=O)NN[C@H]1C(O)O[C@@H]([C@H]([C@@H]1O)O)CO